[3-bromo-5-(trifluoromethyl)phenyl]-imino-methyl-oxo-λ6-sulfane BrC=1C=C(C=C(C1)C(F)(F)F)S(=O)(C)=N